((2R,3S)-4-bromo-5-chloro-6-fluoro-3-methyl-2-(pyridin-2-yl)-2,3-dihydrobenzofuran-2-yl)methanamine BrC1=C(C(=CC2=C1[C@@H]([C@](O2)(C2=NC=CC=C2)CN)C)F)Cl